FC=1C=C(C=CC1C)C=1N=NN(C1)[C@H]1[C@H]([C@H](O[C@@H]([C@@H]1OC)CC1=NOC(=C1)C1CCOCC1)CO)O (2R,3R,4S,5R,6R)-4-(4-(3-fluoro-4-methyl-phenyl)-1H-1,2,3-triazol-1-yl)-2-(hydroxymethyl)-5-methoxy-6-((5-(tetrahydro-2H-pyran-4-yl)isoxazol-3-yl)methyl)tetrahydro-2H-pyran-3-ol